4-Bromo-5-chloro-7-(oxetan-3-ylmethoxy)-1,3-dihydrofuro[3,4-f]quinoline BrC1=C2C(=C3C=CC(=NC3=C1Cl)OCC1COC1)COC2